FC(OC=1C=C(C=C(C1)F)C1=CC2=C(OC(CN2S(=O)(=O)C2=CC(=CC=C2)C(F)(F)F)C2CCC(CC2)(C(=O)O)C)C=C1)F 4-(6-(3-(difluoromethoxy)-5-fluorophenyl)-4-((3-(trifluoromethyl)phenyl)sulfonyl)-3,4-dihydro-2H-benzo[b][1,4]oxazin-2-yl)-1-methylcyclohexane-1-carboxylic acid